ethyl (2E)-2-amino-2-[[4-chloro-2-(2-fluorophenyl)butanoyl]hydrazono]acetate N/C(/C(=O)OCC)=N/NC(C(CCCl)C1=C(C=CC=C1)F)=O